FCCN1C(=NC=2C1=NC(=CC2)C=2C=CN1N=C(N=CC12)C1(CC(C1)N)N)C 1-(5-(3-(2-fluoroethyl)-2-methyl-3H-imidazo[4,5-b]pyridin-5-yl)pyrrolo[2,1-f][1,2,4]triazin-2-yl)cyclobutane-1,3-diamine